4-chloro-2-fluoro-benzenepentanoic acid 2,6-dimethylphenyl-(2,4-dimethoxyphenyl)(2-((4-(4-methylpiperazin-1-yl)phenyl)amino)pyrimidin-4-yl)carbamate CC1=C(C(=CC=C1)C)C=1C(=NC(=NC1)NC1=CC=C(C=C1)N1CCN(CC1)C)N(C(O)=O)C1=C(C=C(C=C1)OC)OC.ClC1=CC(=C(C=C1)CCCCC(=O)O)F